hexahydrofuro[3,2-b]furan-3-yl-(2-oxoethyl)carbamoyl chloride O1C2C(C(C1)N(C(=O)Cl)CC=O)OCC2